ethyl (2RS)-6-fluoro-7-(1-methylpyrazolo[4,3-b]pyridin-5-yl)oxy-chromane-2-carboxylate FC=1C=C2CC[C@@H](OC2=CC1OC1=CC=C2C(=N1)C=NN2C)C(=O)OCC |r|